C(C1=CC=CC=C1)C1=NC(=NS1)N1CCN(CC1)C=1C=NN2C1C=CC(=C2)C=2C=NN(C2)C 5-benzyl-3-(4-(6-(1-methyl-1H-pyrazol-4-yl)pyrazolo[1,5-a]pyridin-3-yl)piperazin-1-yl)-1,2,4-thiadiazole